(4-(2,6-bis(benzyloxy)pyridin-3-yl)-2-fluorophenyl)methanol C(C1=CC=CC=C1)OC1=NC(=CC=C1C1=CC(=C(C=C1)CO)F)OCC1=CC=CC=C1